CC1(OC[C@@H](O1)COCCC(=O)O)C (S)-3-((2,2-dimethyl-1,3-dioxolan-4-yl)methoxy)propionic acid